4,7-dichloro-1-isopropylpyrido[3,4-d]pyridazine ClC=1N=NC(=C2C1C=NC(=C2)Cl)C(C)C